3-(1-Acetyl-4-methoxypiperidin-4-yl)-5-(((R)-1-(3-(difluoromethyl)-2-fluorophenyl)ethyl)amino)-1,7-dimethyl-8-(2-((S)-1-methylpyrrolidin-2-yl)ethyl)-1,6-naphthyridin-2(1H)-one C(C)(=O)N1CCC(CC1)(OC)C=1C(N(C2=C(C(=NC(=C2C1)N[C@H](C)C1=C(C(=CC=C1)C(F)F)F)C)CC[C@@H]1N(CCC1)C)C)=O